N-methyl-N-{[(methylsulfonyl)oxy]methylidene}methanaminium chloride [Cl-].C[N+](C)=COS(=O)(=O)C